N(=[N+]=[N-])C1(C(C(=CC(C1(C)C)N=[N+]=[N-])N=[N+]=[N-])(C)C)C 2,4,6-triazidopentamethylbenzene